1-(4-(difluoromethoxy)phenyl)-N-(3-(2-hydroxy-3-methylbut-2-yl)phenyl)-3-methyl-5-oxo-4,5-dihydro-1H-pyrazole-4-carboxamide FC(OC1=CC=C(C=C1)N1N=C(C(C1=O)C(=O)NC1=CC(=CC=C1)C(C)(C(C)C)O)C)F